O=C1NC=2N(N=C(C2)C2=CC=CC=C2)[C@]12CN[C@@H](C2)C(=O)N (3R,5'S)-2-oxo-6-phenyl-1H-spiro[pyrazolo[1,5-a]imidazole-3,3'-pyrrolidine]-5'-carboxamide